ClC1=NC2=CC=CC=C2C(=N1)N[C@H](C(=O)O)CCN(CCCCC1=NC=2NCCCC2C=C1C)CCOC (S)-2-((2-chloroquinazolin-4-yl)amino)-4-((2-methoxyethyl)(4-(3-methyl-5,6,7,8-tetrahydro-1,8-naphthyridin-2-yl)butyl)amino)butanoic acid